4-isopentyl-CyclohexaneCarbaldehyde C(CC(C)C)C1CCC(CC1)C=O